4-(13-acryl-1,4,7,10,13-pentaoxatridecyl)benzophenone C(=O)(C=C)OCCOCCOCCOCCOC1=CC=C(C(=O)C2=CC=CC=C2)C=C1